C(C)(C)(C)OC(=O)N(C1=C(C(=NC=C1)C(=O)OC)CC#N)C(=O)OC(C)(C)C Methyl 4-(bis(tert-butoxycarbonyl)amino)-3-(cyanomethyl)picolinate